C(C)OC(CC(CNC(=O)OC(C)(C)C)C1=CC(=CC=C1)CC(C)C)=O 4-((tert-Butoxycarbonyl)amino)-3-(3-isobutylphenyl)butanoic acid ethyl ester